methyl 2-(chloromethyl)-7-fluoro-3-[(2S)-oxetan-2-ylmethyl]-1,3-benzodiazole-5-carboxylate ClCC=1N(C2=C(N1)C(=CC(=C2)C(=O)OC)F)C[C@H]2OCC2